α-methoxystyrene tert-butyl-3-(carboxyoxy)-3-methylazetidine-1-carboxylate C(C)(C)(C)OC(=O)N1CC(C1)(C)OC(=O)O.COC(=C)C1=CC=CC=C1